N-[(cis)-4-hydroxytetrahydrofuran-3-yl]-3-oxo-2-(pyridin-3-yl)-6-[4-(trifluoromethyl)phenyl]-2,3-dihydropyridazine-4-carboxamide O[C@@H]1[C@@H](COC1)NC(=O)C=1C(N(N=C(C1)C1=CC=C(C=C1)C(F)(F)F)C=1C=NC=CC1)=O